C1(CC1)COC1=C(C=C(C=C1)S(=O)(=O)CC)C=1C(=CC(N(C1)C)=O)C 5-[2-(cyclopropylmethoxy)-5-ethylsulfonylphenyl]-1,4-dimethylpyridin-2-one